(R)-4-(3-chloro-4-fluorobenzyl)-1-(3-fluoro-5-methoxypyridin-2-yl)-3-(oxetan-3-yl)piperazine-2,5-dione ClC=1C=C(CN2[C@@H](C(N(CC2=O)C2=NC=C(C=C2F)OC)=O)C2COC2)C=CC1F